(3-hydroxymethyl-1H-pyrazol-1-yl)-2-trifluoromethylbenzonitrile OCC1=NN(C=C1)C=1C(=C(C#N)C=CC1)C(F)(F)F